N1N=CC=C1CCNC(=O)C=1C=C(C2=C(C(CO2)C2=CC=CC=C2)C1)C(=O)NC N5-(2-(1H-Pyrazol-5-yl)ethyl)-N7-methyl-3-phenyl-2,3-dihydrobenzofuran-5,7-dicarboxamid